N-(2-Benzyloxyethyl)-1-[3-(2,6-dibenzyloxy-3-pyridyl)-1-methyl-indazol-6-yl]piperidin-4-amine C(C1=CC=CC=C1)OCCNC1CCN(CC1)C1=CC=C2C(=NN(C2=C1)C)C=1C(=NC(=CC1)OCC1=CC=CC=C1)OCC1=CC=CC=C1